BrC=1C=C(C=C(C1)N1N=C(C=C1C)C)[C@@H](CN1CC2(C1)CN(CC2)C(=O)OC(C)(C)C)CC(=C=O)OC tert-butyl (S)-2-(2-(3-bromo-5-(3,5-dimethyl-1H-pyrazol-1-yl) phenyl)-4-methoxy-4-carbonylbutyl)-2,6-diazaspiro[3.4]octane-6-carboxylate